OC[C@H](OCCO)OCC 1,5-dihydroxy-2(S)-ethoxy-3-oxa-pentane